1-(3'-(trifluoromethoxy)-[1,1'-biphenyl]-3-yl)ethan-1-one FC(OC=1C=C(C=CC1)C1=CC(=CC=C1)C(C)=O)(F)F